C(C=C)OC([C@H](C[C@H](CC1=CC=CC=C1)NC(=O)C=1N=C(SC1)[C@@H](C[C@H](C(C)C)N(C([C@H]([C@H](CC)C)N)=O)C)OC(C)=O)C)=O (2S,4R)-allyl-4-(2-((1R,3R)-1-acetoxy-3-((2S,3S)-2-amino-N,3-dimethylpentanamido)-4-methylpentyl)thiazole-4-carboxamido)-2-methyl-5-phenylpentanoate